6,8-difluoro-3-nitro-2H-chromene FC=1C=C2C=C(COC2=C(C1)F)[N+](=O)[O-]